ClC1=NC=CC2=C(C=C(C=C12)C#N)F 1-chloro-5-fluoro-isoquinoline-7-carbonitrile